2-[2-(2-acetoxyethoxy)ethoxy]ethyl 3-mercaptopropionate SCCC(=O)OCCOCCOCCOC(C)=O